DIOXATETRACYCLO[6.5.1.0(1,10).0(3,7)]TETRADECANE C123OC4OCCC4C(CC1CCC2)C3